5-chloro-N2-methyl-N2-(tetrahydro-2H-pyran-4-yl)pyridine-2,4-diamine ClC=1C(=CC(=NC1)N(C1CCOCC1)C)N